5-(3-benzyl-4-hydroxy-5-methoxybenzylidene)-2-phenyl-1,3-dioxane-4,6-dione C(C1=CC=CC=C1)C=1C=C(C=C2C(OC(OC2=O)C2=CC=CC=C2)=O)C=C(C1O)OC